OCC(/C=C/C1=CC=C(C=C1)/C=C/C(=O)C1=CC=C(C=C1)N1CCN(CC1)C(=O)OCC)=O Ethyl 4-[4-[(E)-3-[4-[(E)-4-hydroxy-3-oxobut-1-enyl]phenyl]prop-2-enoyl]phenyl]piperazine-1-carboxylate